8-oxa-3-aza-bicyclo[3.2.1]octane C12CNCC(CC1)O2